1-methyl-1-(2-(1-methyl-1H-imidazo[1,2-b]pyrazole-7-carbonyl)-2-azaspiro[3.3]heptan-6-yl)-3-(3-(trifluoromethyl)phenyl)urea CN(C(=O)NC1=CC(=CC=C1)C(F)(F)F)C1CC2(CN(C2)C(=O)C2=C3N(N=C2)C=CN3C)C1